FC=1C=C(C=C(C1O)F)[C@@H](CN1C[C@H]2[C@@](C1)(C[C@@H](C2)OC2=C(C=C(C=C2)F)F)O)O (3aR,5R,6aS)-2-((S)-2-(3,5-difluoro-4-hydroxyphenyl)-2-hydroxyethyl)-5-(2,4-difluorophenoxy)hexahydrocyclopenta[c]pyrrol-3a(1H)-ol